[Cl-].[Cl-].C(C)(C)(C)[Zr+2](C1=C2C(=CCC2=CC=C1)C)C1=C2C(=CCC2=CC=C1)C tert-butyl-bis(3-methyl-4-indenyl)zirconium dichloride